4-METHYL-3-NITRO-PHENYLISOCYANIDE CC1=C(C=C(C=C1)[N+]#[C-])[N+](=O)[O-]